FC(C1=CC=C(C=C1)N1CC(CC2=NC=CC=C12)O)(F)F 1-(4-(trifluoromethyl)phenyl)-1,2,3,4-tetrahydro-1,5-naphthyridin-3-ol